N-(2-(3,3-dimethylazetidin-1-yl)ethyl)-6-methyl-5-((1-methyl-6-(pyrimidin-5-ylamino)-1H-pyrazolo[3,4-d]pyrimidin-3-yl)amino)nicotinamide CC1(CN(C1)CCNC(C1=CN=C(C(=C1)NC1=NN(C2=NC(=NC=C21)NC=2C=NC=NC2)C)C)=O)C